2-[4-[(3S)-3-(5-cyano-3-pyridinyl)isoxazolidine-2-carbonyl]-4-methyl-1-piperidinyl]pyrimidine-4-carboxylic acid methyl ester COC(=O)C1=NC(=NC=C1)N1CCC(CC1)(C)C(=O)N1OCC[C@H]1C=1C=NC=C(C1)C#N